3-((6-chloro-2-cyano-1-(1-isopropyl-1H-pyrazol-4-yl)-1H-indol-3-yl)thio)benzoic acid ClC1=CC=C2C(=C(N(C2=C1)C=1C=NN(C1)C(C)C)C#N)SC=1C=C(C(=O)O)C=CC1